C(C=C)(=O)NC1=CC=C(C(=O)NC2CCC(CC2)NC=2C3=C(NN2)C(N(C3)C(=O)N[C@H](CN(C)C)C3=CC=CC=C3)(C)C)C=C1 (S)-3-((4-(4-acrylamidobenzamido)cyclohexyl)amino)-N-(2-(dimethylamino)-1-phenylethyl)-6,6-dimethyl-4,6-dihydropyrrolo[3,4-c]pyrazole-5(1H)-carboxamide